NCCNC1=NC(=NC(=C1)C)NC(=O)NC=1C=CC2=C(C=CO2)C1 1-(4-((2-aminoethyl)amino)-6-methylpyrimidin-2-yl)-3-(benzofuran-5-yl)urea